1,1-dichloro-2-(4-(trifluoromethyl)phenyl)decahydrocyclopropa[e]-pyrazino[1,2-a]pyrazine hydrochloride salt Cl.ClC1(C2N(CC3N(C21)CCNC3)C3=CC=C(C=C3)C(F)(F)F)Cl